ClC1=CC=2N(C=C1C1CCN(CC1)S(=O)(=O)C1=CN=C(N1C)C)N=CN2 7-chloro-6-(1-((1,2-dimethyl-1H-imidazol-5-yl)sulfonyl)piperidin-4-yl)-[1,2,4]triazolo[1,5-a]pyridine